(1-methylazetidin-3-yl)-[rac-(3R)-3-[4-(6-oxo-1H-pyridin-3-yl)phenyl]-3-[[rac-(6S)-6-tert-butyl-5,6,7,8-tetrahydrothieno[2,3-b]quinoline-2-carbonyl]amino]propyl]ammonium CN1CC(C1)[NH2+]CC[C@@H](NC(=O)C1=CC=2C(=NC=3CC[C@@H](CC3C2)C(C)(C)C)S1)C1=CC=C(C=C1)C1=CNC(C=C1)=O |r|